(difluoro)acetyl chloride FC(C(=O)Cl)F